3-OXO-3-(THIOPHEN-3-YL)PROPANAL O=C(CC=O)C1=CSC=C1